Cl.NC\C=C(\CN1N=NC2=C1C=CC=C2C=2C=C(C=CC2)S(=O)(=O)NC2CC2)/F (Z)-3-(1-(4-amino-2-fluorobut-2-en-1-yl)-1H-benzo[d][1,2,3]triazole-4-yl)-N-cyclopropylbenzenesulfonamide hydrochloride